C[C@H]1C(NC[C@@H](O1)CCC)=O (2s,6s)-2-methyl-6-propylmorpholin-3-one